FC(C1=CC(=NC=C1)S(=O)(=O)C1=CC=C(C=C1)CNC(=O)C=1C=CC=2N(C1)C=CN2)(F)F N-({4-[4-(trifluoromethyl)pyridine-2-sulfonyl]phenyl}methyl)imidazo[1,2-a]pyridine-6-carboxamide